(3-hydroxy pyrrolidin-1-yl) ketone OC1CN(CC1)C(=O)N1CC(CC1)O